Phosphonic Dichloride P(=O)(Cl)Cl